FC([C@@H](C)NC(=O)C=1C=NN2C1C=CC=C2)(F)F N-((R)-1,1,1-trifluoropropan-2-yl)pyrazolo[1,5-a]pyridine-3-carboxamide